2,4,6-Trimethyl-benzoyldiphenyl-phosphine-oxide CC1=C(C(=O)P(C2=CC=CC=C2)(C2=CC=CC=C2)=O)C(=CC(=C1)C)C